6-bromo-3-ethyl-2-((R)-1-((S)-6-hydroxy-1,4-diazepan-1-yl)butyl)quinazolin BrC1=CC2=CN(C(N=C2C=C1)[C@@H](CCC)N1CCNC[C@@H](C1)O)CC